4-((3-(1,1-difluoropropyl)phenyl)carbamoyl)-2-(6-(2,6-dimethylphenyl)-5-methoxypyridin-2-yl)-5-methyl-1H-imidazole 3-oxide FC(CC)(F)C=1C=C(C=CC1)NC(=O)C=1[N+](=C(NC1C)C1=NC(=C(C=C1)OC)C1=C(C=CC=C1C)C)[O-]